1,1-bis(triphenylsilyl)ethanol C1(=CC=CC=C1)[Si](C(C)(O)[Si](C1=CC=CC=C1)(C1=CC=CC=C1)C1=CC=CC=C1)(C1=CC=CC=C1)C1=CC=CC=C1